12-bromo-10-phenyl-10H-phenanthro[9,10-b]carbazole BrC=1C=CC=2C=3C=C4C(=CC3N(C2C1)C1=CC=CC=C1)C1=CC=CC=C1C=1C=CC=CC14